2-(4-(5-(1-methyl-1H-pyrazol-4-yl)-1H-benzo[d]imidazol-1-yl)phenyl)-N-(3-methyl-1H-pyrazol-5-yl)acetamide CN1N=CC(=C1)C1=CC2=C(N(C=N2)C2=CC=C(C=C2)CC(=O)NC2=CC(=NN2)C)C=C1